C1(=CC=CC2=CC=C3C=C4C=CC=CC4=CC3=C12)NCCN N'-tetraphenyl-1,2-ethylenediamine